ethyl 2,4-decdienoate C(C=CC=CCCCCC)(=O)OCC